CC1=CC=C(C=C1)S(=O)(=O)OCC1CCN(S(C1)(=O)=O)C (2-Methyl-1,1-dioxido-1,2-thiazinan-5-yl)methyl 4-methylbenzenesulfonate